N-(3-((5-(4-(dimethylamino)phenyl)-2-((1-methyl-1H-pyrazol-4-yl)amino)pyrimidin-4-yl)amino)-4-fluorophenyl)acrylamide CN(C1=CC=C(C=C1)C=1C(=NC(=NC1)NC=1C=NN(C1)C)NC=1C=C(C=CC1F)NC(C=C)=O)C